N-allyl-N-[[(2R,3R,4S)-3-(4-bromophenyl)-1-[2-(hydroxymethyl)-allyl]-4-(trityloxymethyl)azetidin-2-yl]methyl]-2-nitrobenzenesulfonamide C(C=C)N(S(=O)(=O)C1=C(C=CC=C1)[N+](=O)[O-])C[C@@H]1N([C@@H]([C@@H]1C1=CC=C(C=C1)Br)COC(C1=CC=CC=C1)(C1=CC=CC=C1)C1=CC=CC=C1)CC(=C)CO